(6-methoxy-2-(2-(methoxymethyl)-7-methylquinoxalin-5-yl)benzo[d]thiazol-4-yl)(pyridin-2-yl)methanol COC1=CC2=C(N=C(S2)C2=C3N=CC(=NC3=CC(=C2)C)COC)C(=C1)C(O)C1=NC=CC=C1